CN(C(=N)S)CC1=C(C=C(C(=C1)F)F)F.ClC1=NC=C(C(=C1)Cl)SC 2,4-Dichloro-5-(methylthio)pyridine methyl-(2,4,5-trifluorobenzyl)carbamimidothioate